2-(3,4-dichlorobenzyl)oxirane ClC=1C=C(CC2OC2)C=CC1Cl